CC1COCCN1C1=NC=CC=C1CN (2-(3-methylmorpholino)pyridin-3-yl)methanamine